6-[(5R)-5-[2-[1-(4-fluoro-1-methyl-6,7-dihydro-5H-cyclopenta[c]pyridin-6-yl)ethylamino]ethyl]-2-oxo-1,3-oxazolidin-3-yl]-4H-pyrazino[2,3-b][1,4]oxazin-3-one FC=1C2=C(C(=NC1)C)CC(C2)C(C)NCC[C@@H]2CN(C(O2)=O)C2=NC1=C(OCC(N1)=O)N=C2